2,2,3,3,3-pentafluoropropane-1-thiol FC(CS)(C(F)(F)F)F